6,7-difluoro-3-(4-hydroxyphenyl)-3-(7-(trifluoromethyl)-1H-indazol-4-yl)indol-2-one 1,3-dioxoisoindolin-2-yl-1H-indole-1-carbodithioate O=C1N(C(C2=CC=CC=C12)=O)C=1N(C2=CC=CC=C2C1)C(=S)S.FC1=CC=C2C(C(NC2=C1F)=O)(C1=C2C=NNC2=C(C=C1)C(F)(F)F)C1=CC=C(C=C1)O